anti-argininosuccinate N([C@@H](CCCNC(N)=N)C(=O)O)C(C(=O)[O-])CC(=O)[O-]